CC1=CC=C(C=C1)S(=O)(=O)OC[C@@H]1O[C@@H](CC1)COS(=O)(=O)C1=CC=C(C=C1)C ((2R,5S)-tetrahydrofuran-2,5-diyl)bis(methylene) bis(4-methylbenzenesulfonate)